4-((6-carbamoyl-5-methoxy-1,3-benzodiazol-1-yl)methyl)-phenylboronic acid C(N)(=O)C=1C(=CC2=C(N(C=N2)CC2=CC=C(C=C2)B(O)O)C1)OC